(4-cyano-2-methoxyphenyl)-5-((3,3-difluorocyclobutyl)methoxy)-2,8-dimethyl-1,4-dihydro-1,6-naphthyridine-3-carboxamide C(#N)C1=CC(=C(C=C1)N1C(=C(CC2=C(N=CC(=C12)C)OCC1CC(C1)(F)F)C(=O)N)C)OC